C1(CC1)C1=C(C(=NC=2N1C(N(N2)C)=O)N2CC=1C=C(C=NC1CC2)C(F)(F)F)C 5-Cyclopropyl-2,6-dimethyl-7-(3-(trifluoromethyl)-7,8-dihydro-1,6-naphthyridin-6(5H)-yl)-[1,2,4]triazolo[4,3-a]pyrimidin-3(2H)-one